COC=1C(=CC2=CN(N=C2C1)C1CCC(CC1)C=1N=NC=CC1)C(=O)OC methyl 6-methoxy-2-(4-(pyridazin-3-yl) cyclohexyl)-2H-indazole-5-carboxylate